(3-Ethynylpyrrolidin-3-yl) 4-[3-(2-methoxy-3-pyridyl)pyrazolo[1,5-a]pyrimidin-5-yl]piperazine-1-carboxylate COC1=NC=CC=C1C=1C=NN2C1N=C(C=C2)N2CCN(CC2)C(=O)OC2(CNCC2)C#C